[N+](=O)([O-])C1=CC=C(OC(=O)N[C@@H](CCCCN)C(=O)O)C=C1.N1=CC(=CC=C1)C(C)=O 3-pyridyl-ethanone ((4-nitrophenoxy)carbonyl)-L-lysinate